C(C1=CC=CC=C1)OC1=NC(=CC=C1C1=NN(C2=CC(=CC=C12)O)C)OCC1=CC=CC=C1 3-(2,6-bis(benzyloxy)pyridin-3-yl)-1-methyl-1H-indazol-6-ol